(3aS,4S,6R,6aR)-6-(4-((Tert-butyldimethylsilyl)oxy)phenyl)-2,2-dimethyltetrahydro-4H-cyclopenta[d][1,3]dioxol-4-ol [Si](C)(C)(C(C)(C)C)OC1=CC=C(C=C1)[C@H]1C[C@@H]([C@H]2[C@@H]1OC(O2)(C)C)O